Cl.CN1C(C2(C3=C1C=NC=1C=CC(=CC31)C=3C=C(C(=NC3)OCCCN3CCCCC3)NS(=O)(=O)C3=CN=CS3)CCC2)=O N-(5-(3'-methyl-2'-oxo-2',3'-dihydrospiro[cyclobutane-1,1'-pyrrolo[2,3-c]quinolin]-8'-yl)-2-(3-(piperidin-1-yl)propoxy)pyridin-3-yl)thiazole-5-sulfonamide hydrochloride